C(C)[Si](CCCCCC)(C)CC Diethylmethyl-(hexyl)silane